DODECANENITRILE C(CCCCCCCCCCC)#N